C1(CCC1)NC(=O)C1=CC(=NC(=C1)[C@H](C)C1=CC=CC=C1)C(=O)NC |r| (+/-)-N4-cyclobutyl-N2-methyl-6-(1-phenylethyl)pyridine-2,4-dicarboxamide